2-phenethyl-1,2,3,4,4a,5,8,8a-octahydro-1,4:5,8-dimethanonaphthalene C(CC1=CC=CC=C1)C1C2C3C4C=CC(C3C(C1)C2)C4